4-methyl-2,5,6-triphenyl-pyrimidine CC1=NC(=NC(=C1C1=CC=CC=C1)C1=CC=CC=C1)C1=CC=CC=C1